2-(5-(1H-benzo[d]pyridine-2-yl)-6-oxo-2-phenylpyrimidin-1(6H)-yl)-N-((1H-pyrrolo[3,2-c]pyridine-2-yl)methyl)acetamide C1C2=C(C=CN1C1=CN=C(N(C1=O)CC(=O)NCC1=CC=3C=NC=CC3N1)C1=CC=CC=C1)C=CC=C2